6-(3-{3-[(8-methylquinolin-5-yl)methoxy]propanoyl}-3,8-diazabicyclo[3.2.1]octan-8-yl)pyridine-3-carbonitrile CC=1C=CC(=C2C=CC=NC12)COCCC(=O)N1CC2CCC(C1)N2C2=CC=C(C=N2)C#N